6-(4-amino-4-methylpiperidin-1-yl)-3-(2-methoxy-3-chloropyridin-4-yl)-1H-pyrazolo[3,4-b]pyridine-4-carboxylic acid NC1(CCN(CC1)C=1C=C(C2=C(N1)NN=C2C2=C(C(=NC=C2)OC)Cl)C(=O)O)C